ClC=1C=C(C=CC1)C(C(OC(=O)NC(C(=O)O)CC1CCCCC1)C1=CC=CC=C1)(F)F ((2-(3-chlorophenyl)-2,2-difluoro-1-phenylethoxycarbonyl)amino)-3-cyclohexylpropionic acid